2-BIPHENYL-4-YL-6-CHLOROIMIDAZO[1,2-A]PYRIDIN-3-CARBALDEHYDE C1(=CC=C(C=C1)C=1N=C2N(C=C(C=C2)Cl)C1C=O)C1=CC=CC=C1